N[C@@H](CCCCN)C(=O)[O-].[K+] Potassium lysine salt